COC=1C=CC(=C(C1)C1=CC=2C=NN(C(C2CC1)=O)C1=NC=CC=C1)C 6-(5-methoxy-2-methylphenyl)-2-(pyridin-2-yl)-7,8-dihydro-phthalazin-1(2H)-one